BrC=1C=C(C=CC1O)C\C(\C(=O)NCCCC)=N/O (E)-3-(3-bromo-4-hydroxyphenyl)-N-butyl-2-hydroxyimino-propionamide